COC1=C(C(=NN1C)C)C(CC(=O)C1CCN(CC1)C(=O)OCCCC)=O Butyl 4-(3-(5-methoxy-1,3-dimethyl-1H-pyrazol-4-yl)-3-oxopropanoyl)piperidine-1-carboxylate